OC1C=2C=CC(=CC2CCC1C1N2C(C3=CC=CC=C13)=CN=C2)C#N 5-hydroxy-6-(5H-imidazo[5,1-a]isoindol-5-yl)-5,6,7,8-tetrahydronaphthalene-2-carbonitrile